1-(hex-3-en-1-yloxy)-3-methyldodec-1-ene C(CC=CCC)OC=CC(CCCCCCCCC)C